Monothiophene C1=CSC=C1